tert-butyl 5-(1,1,2,2,2-pentafluoroethyl)triazolo[1,5-a]pyridine-3-carboxylate FC(C(F)(F)F)(F)C1=CC=2N(C=C1)N=NC2C(=O)OC(C)(C)C